CS(=O)(=O)[O-].C(CCCCCCC)[NH+]1CCC(CC1)CCCC 1-octyl-4-butylpiperidinium methanesulfonate